2,3-dibromophenyl sulfide BrC1=C(C=CC=C1Br)SC1=C(C(=CC=C1)Br)Br